(1S,5S,6S)-N-(2-fluoro-5-(1-methyl-1H-1,2,4-triazol-3-yl)-4-(trifluoromethyl)phenyl)-5-methyl-1-(5-methyl-1,3,4-oxadiazol-2-yl)-7-azabicyclo[4.1.1]octane-7-carboxamide FC1=C(C=C(C(=C1)C(F)(F)F)C1=NN(C=N1)C)NC(=O)N1[C@@H]2[C@H](CCC[C@]1(C2)C=2OC(=NN2)C)C